Cl.FC1(CCNCC1)COC(F)(F)F 4-fluoro-4-[(trifluoromethoxy)methyl]piperidine hydrochloride